ClC1=NC=C(C=N1)NC(=O)NC(C(F)(F)F)C1=NC2=C(N1C)C=C(C=C2F)F 1-(2-chloropyrimidin-5-yl)-3-(1-(4,6-difluoro-1-methyl-1H-benzo[d]imidazol-2-yl)-2,2,2-trifluoroethyl)urea